C1(CCCCC1)OC(=O)NC=1C=C(C=NC1C)B(O)O (5-(((cyclohexyloxy)carbonyl)amino)-6-methylpyridin-3-yl)boronic acid